(R)-2-(4,5-dichloro-6-oxopyridazin-1(6H)-yl)-N-(4-ethyl-3-(N-(2-(pyridin-2-yl)ethyl)sulfamoyl)phenyl)propanamide ClC=1C=NN(C(C1Cl)=O)[C@@H](C(=O)NC1=CC(=C(C=C1)CC)S(NCCC1=NC=CC=C1)(=O)=O)C